C1(=CC=CC2=CC=CC=C12)Br Naphthyl-Bromine